C(#N)C1=CC(=C(C=N1)OC1=CC(=C2C(=N1)N(C=N2)C)NC2=CC=C(C=N2)C(=O)N(C)CCO)C 6-[[5-(6-cyano-4-methylpyridin-3-yl)oxy-3-methylimidazo[4,5-b]pyridin-7-yl]amino]-N-(2-hydroxyethyl)-N-methylpyridine-3-carboxamide